(S)-3-(2-((S)-2-acetamido-5-guanidinopentanamido)acetamido)-3-(4-(4-((14-azido-3,6,9,12-tetraoxatetradecyl)oxy)naphthalen-1-yl)phenyl)propanoic acid C(C)(=O)N[C@H](C(=O)NCC(=O)N[C@@H](CC(=O)O)C1=CC=C(C=C1)C1=CC=C(C2=CC=CC=C12)OCCOCCOCCOCCOCCN=[N+]=[N-])CCCNC(=N)N